N1C=C(C2=COC=CN21)C(=O)N pyrazolo[5,1-c][1,4]oxazine-3-carboxamide